OC(C(=O)[O-])C alpha-hydroxypropionate